NC1=NC=2C=CC=CC2C2=C1N=C(N2C[C@@H](C)O[P@@](=O)(OC2=CC=C(C=C2)Cl)N[C@@H](C)C(=O)OC(C)C)COCC isopropyl ((R)-(((R)-1-(4-amino-2-(ethoxymethyl)-1H-imidazo[4,5-c]quinolin-1-yl) propan-2-yl) oxy) (4-chloro-phenoxy) phosphoryl)-L-alaninate